C(C)C=1C(NC=2C=C(C=NC2C1)CN1CCN(CC1)C1=CC(=C(C(=O)N[C@H]2COCC2)C=C1)F)=O (R)-4-(4-((7-Ethyl-6-oxo-5,6-dihydro-1,5-naphthyridin-3-yl)methyl)piperazin-1-yl)-2-Fluoro-N-(tetrahydrofuran-3-yl)benzamide